(2E)-3-(4-chlorophenyl)-2-[(E)-4-(1-methyl-1H-indazol-6-yl)-1-oxo-2,3-dihydro-1H-isoindole-2-carbonyl]prop-2-enenitrile ClC1=CC=C(C=C1)/C=C(\C#N)/C(=O)N1C(C2=CC=CC(=C2C1)C1=CC=C2C=NN(C2=C1)C)=O